N-ethyl-N'-(5-fluoro-4-(3-((3-methoxybenzyl)oxy)oxetan-3-yl)-2-methylphenyl)-N-methylformimidamide C(C)N(C=NC1=C(C=C(C(=C1)F)C1(COC1)OCC1=CC(=CC=C1)OC)C)C